FC1=CC=C(C=C1)C(=O)N1C(C=2N(CC1)C(=NC2C2=CC=NC=C2)C2=NC(=NS2)C)C (4-Fluorophenyl)(8-methyl-3-(3-methyl-1,2,4-thiadiazol-5-yl)-1-(pyridin-4-yl)-5,6-dihydroImidazo[1,5-a]pyrazin-7(8H)-yl)methanone